C(N)(=O)C1(CCC1)C=1C=CC=2N(C1)N=CC2C2=CC(=C(C(=O)N[C@H]1[C@H](C1)F)C(=C2)OC)OC(F)F 4-[6-(1-carbamoylcyclobutyl)pyrazolo[1,5-a]pyridin-3-yl]-2-(difluoromethoxy)-N-[(1R,2S)-2-fluorocyclopropyl]-6-methoxybenzamide